((2,3-dihydro-1H-inden-2-yl) (propyl) amino) propylmethanesulfonate C(CC)CS(=O)(=O)ON(CCC)C1CC2=CC=CC=C2C1